CC1C(C1)NC(CC1=CC=C(C=C1)C1=C(C(=O)O)C=CC(=C1)NC(=N)N)=O 4-(2-((2-methylcyclopropyl)amino)-2-oxoethyl)phenyl-4-guanidinobenzoic acid